Di-tert-butyl-L-cystine C(C)(C)(C)[C@](CSSC[C@@](C(=O)O)(N)C(C)(C)C)(C(=O)O)N